2,4-dihydroxy-6-(2-methylpentyl)benzoic acid OC1=C(C(=O)O)C(=CC(=C1)O)CC(CCC)C